FC1=C(C=CC(=C1)N1N=CC=C1)C1=C(C(C(N=N1)C=1N(N=CC1)C1=CC=CC=C1)=O)OC (2-fluoro-4-pyrazol-1-ylphenyl)-5-methoxy-3-(2-phenylpyrazol-3-yl)pyridazin-4-one